C1(=CC=CC2=CC=CC=C12)C(=O)[O-].[Na+] sodium naphthoate